FC(CN1CC(N(CC1)CC1=C2C=CN(C2=C(C=C1OC)C)C(=O)OCCCC)C1=CC(=C(C=C1)C(=O)OC)N1CCCC1)F Butyl 4-((4-(2,2-difluoroethyl)-2-(4-(methoxycarbonyl)-3-(pyrrolidin-1-yl)phenyl)piperazin-1-yl)methyl)-5-methoxy-7-methyl-1H-indole-1-carboxylate